1-fluoro-6-(4-fluorophenyl)-6-methylindolo[2,1-b]quinazolin-12(6H)-one FC1=C2C(N3C(=NC2=CC=C1)C(C1=CC=CC=C13)(C)C1=CC=C(C=C1)F)=O